NC1=NC(=C(C(=N1)O)C)O 2-amino-4,6-dihydroxy-5-methylpyrimidine